BrCC(=O)NCC1=CC(=C(C=C1)O)O 2-bromo-N-(3,4-dihydroxybenzyl)acetamide